benzene diacetate C(C)(=O)O.C(C)(=O)O.C1=CC=CC=C1